FC1(CN(CCC1NC1=CC=CC=2C(=C(OC21)C#CC)N2C=CC=C2)C)F 3-(7-((3,3-difluoro-1-methylpiperidin-4-yl)amino)-3-(1H-pyrrol-1-yl)benzofuran-2-yl)prop-2-yn